9-(6-bromohexyl)carbazole BrCCCCCCN1C2=CC=CC=C2C=2C=CC=CC12